The molecule is a member of the class of benzoic acids that is benzoic acid substituted by a formyl group at position 3, a hydroxy group at position 5 and a 2,6-dihydroxybenzoyl group at position 4. Isolated from Penicillium purpurogenum, it exhibits antiviral activity. It has a role as an antiviral agent, an EC 1.14.14.14 (aromatase) inhibitor and a Penicillium metabolite. It is a member of benzoic acids, a member of benzaldehydes, a member of resorcinols and a member of benzophenones. C1=CC(=C(C(=C1)O)C(=O)C2=C(C=C(C=C2O)C(=O)O)C=O)O